4-hydroxy-N-((1s,4R)-4-methylcyclohexyl)-1-(2-((S)-3-methylmorpholino)ethyl)-2-oxo-1,2-dihydro-1,8-naphthyridine-3-carboxamide OC1=C(C(N(C2=NC=CC=C12)CCN1[C@H](COCC1)C)=O)C(=O)NC1CCC(CC1)C